BrC1=CC2=C(N=C(N=C2)NCCOC)N=C1 6-bromo-N-(2-methoxyethyl)pyrido[2,3-d]pyrimidin-2-amine